1-(3-(difluoromethoxy)phenyl)-3-(prop-1-en-2-yl)-1H-indole-5-carboxylic acid methyl ester COC(=O)C=1C=C2C(=CN(C2=CC1)C1=CC(=CC=C1)OC(F)F)C(=C)C